CC1CC(NCC1C)C1=CC=CC=C1 4,5-dimethyl-2-phenyl-piperidine